propargyloxy-L-phenylalanine C(C#C)ON[C@@H](CC1=CC=CC=C1)C(=O)O